4-[1-[(Z)-1-[2-(2-furyl)ethylamino]prop-1-enyl]-5-(methyleneamino)pyrazol-4-yl]-N-(2-morpholinoethyl)benzamide O1C(=CC=C1)CCN/C(=C/C)/N1N=CC(=C1N=C)C1=CC=C(C(=O)NCCN2CCOCC2)C=C1